C(C)[C@]1(C(OCC=2C(N3CC=4C(=NC=5C=C(C(=C6C5C4[C@H](CC6)NC(OC)=O)C)F)C3=CC21)=O)=O)O methyl ((1S,9S)-9-ethyl-5-fluoro-9-hydroxy-4-methyl-10,13-dioxo-2,3,9,10,13,15-hexahydro-1H,12H-benzo[de]pyrano[3',4':6,7]indolizino[1,2-b]quinolin-1-yl)carbamate